OC1=NC=CC(=C1C)B(O)O 2-HYDROXY-3-METHYLPYRIDINE-4-BORONIC ACID